C(C)(C)(C)C=1N(C=CN1)CC1=CC=C(C=C1)C1=C(C=CC(=C1)CCC)S(=O)(=O)NC([O-])=O ((4'-((2-(tert-butyl)-1H-imidazol-1-yl)methyl)-5-propyl-[1,1'-biphenyl]-2-yl)sulfonyl)carbamate